C(C)(C)[C@@H]([C@H](C(=O)O)O)C(=O)O (2R,3S)-3-isopropylmalic acid